Methyl trans-4-(piperidin-1-ylcarbonyl)cyclohexanecarboxylate N1(CCCCC1)C(=O)[C@@H]1CC[C@H](CC1)C(=O)OC